1-(4-(6-chloro-8-fluoro-2-(2-(1-methyl-1H-imidazol-2-yl)ethylamino)-7-(5-methyl-1H-indazol-4-yl)quinazolin-4-yl)piperazin-1-yl)prop-2-en-1-one ClC=1C=C2C(=NC(=NC2=C(C1C1=C2C=NNC2=CC=C1C)F)NCCC=1N(C=CN1)C)N1CCN(CC1)C(C=C)=O